[Si](C)(C)(C(C)(C)C)OCCNCCOC1CN(C1)C(COCC#C)=O 1-[3-[2-[2-[tert-butyl(dimethyl)silyl]oxyethylamino]ethoxy]azetidin-1-yl]-2-prop-2-ynoxy-ethanone